BrC1=NC(=CC=C1S(=O)(=O)N(C)CC1=CC=C(C=C1)OC)Cl bromo-6-chloro-N-(4-methoxybenzyl)-N-methylpyridine-3-sulfonamide